C1(=CC(=CC=C1)N1C2=C(C(=C(C(=C2C=2C(=C(C3=C(C12)NC=1C(=C(C(=C(C13)[2H])[2H])[2H])[2H])[2H])[2H])[2H])[2H])[2H])[2H])C1=CC=CC=C1 11,12-dihydro-11-(biphenyl-3-yl)-indolo[2,3-a]carbazole-1,2,3,4,5,6,7,8,9,10-d10